6-chloro-2-(difluoromethyl)pyridin-3-amine ClC1=CC=C(C(=N1)C(F)F)N